CCCCCCCCCCCCC/C=C/[C@H]([C@H](CO[C@H]1[C@@H]([C@H]([C@@H]([C@H](O1)CO)O[C@H]2[C@@H]([C@H]([C@H]([C@H](O2)CO)O[C@H]3[C@@H]([C@H]([C@H]([C@H](O3)CO)O)O[C@H]4[C@@H]([C@H]([C@H]([C@H](O4)CO)O)O)O)NC(=O)C)O[C@@]5(C[C@@H]([C@H]([C@@H](O5)[C@@H]([C@@H](CO)O)O)NC(=O)C)O)C(=O)O)O)O)O)NCCC(=O)CCCCC(=O)N[C@@H](CO[C@H]6[C@@H]([C@H]([C@@H]([C@H](O6)CO)O[C@H]7[C@@H]([C@H]([C@H]([C@H](O7)CO)O[C@H]8[C@@H]([C@H]([C@H]([C@H](O8)CO)O)O[C@H]9[C@@H]([C@H]([C@H]([C@H](O9)CO)O)O)O)NC(=O)C)O[C@@]1(C[C@@H]([C@H]([C@@H](O1)[C@@H]([C@@H](CO)O)O)NC(=O)C)O)C(=O)O)O)O)O)[C@@H](/C=C/CCCCCCCCCCCCC)O)O The molecule is a ganglioside derivative derived from two GM1 skeletons linked through their amino nitrogen atoms by an adipoyl (hexanedioyl) group. It derives from a ganglioside GM1.